NC1=NC=CC(=C1I)OC1=C(C=C(C=C1)NC(=O)C=1C=NN(C1C(F)(F)F)C1=CC=CC=C1)F N-(4-((2-amino-3-iodopyridin-4-yl)oxy)-3-fluorophenyl)-1-phenyl-5-(trifluoromethyl)-1H-pyrazole-4-carboxamide